S1C(=CC=C1)C=1NC(C2=C(NC(C21)=O)C=2SC=CC2)=O 3,6-bis(thien-2-yl)-2,5-dihydropyrrolo[3,4-c]pyrrole-1,4-dione